C(C)(C)(C)OC(=O)N1CCC(CC1)NC1=NC=C(C(=N1)N1OCC[C@H]1C1=CC=CC=C1)C(F)(F)F.ClC1=C(C(=O)NNC)C=CC(=C1O)O 2-chloro-3,4-dihydroxy-N'-methylbenzoyl-hydrazine tert-Butyl-(S)-4-((4-(3-phenylisoxazolidin-2-yl)-5-(trifluoromethyl)pyrimidin-2-yl)amino)piperidine-1-carboxylate